ClC=1C=C(C=CC1C(F)(F)F)N1C(N(C2(C1=O)CCNCC2)CC)=O (3-chloro-4-(trifluoromethyl)phenyl)-1-ethyl-1,3,8-triazaspiro[4.5]decane-2,4-dione